BrC=1C(=CC=2C3=C(C=NC2C1F)C=NN3C3CCN(CC3)C(C=C)=O)Cl (4-(7-bromo-8-chloro-6-fluoro-1H-pyrazolo[4,3-c]quinolin-1-yl)piperidin-1-yl)prop-2-en-1-one